3-(4-[(2S,4E)-2-(Hydroxymethyl)-4-(methoxyimino)pyrrolidine-1-carbonyl]-1-methyl-1H-indazol-7-yl)-2-methylbenzonitrile OC[C@H]1N(C/C(/C1)=N/OC)C(=O)C1=C2C=NN(C2=C(C=C1)C=1C(=C(C#N)C=CC1)C)C